3-(5-amino-2-chloro-phenyl)-5-methyl-4H-isoxazole-5-carboxylic acid ethyl ester C(C)OC(=O)C1(CC(=NO1)C1=C(C=CC(=C1)N)Cl)C